benzhydryl-3-(4-((tert-butyldimethylsilyl)oxy)butyl)azetidine-3-carbonitrile C(C1=CC=CC=C1)(C1=CC=CC=C1)N1CC(C1)(C#N)CCCCO[Si](C)(C)C(C)(C)C